CN(CCN1CCCCC1)C [2-(dimethylamino)ethyl]piperidin